(2,2'-bipyridine) iron (II) hexafluorophosphate F[P-](F)(F)(F)(F)F.[Fe+2].N1=C(C=CC=C1)C1=NC=CC=C1.F[P-](F)(F)(F)(F)F